3-[Tris(trimethylsiloxy)silyl]propyl succinate C(CCC(=O)[O-])(=O)OCCC[Si](O[Si](C)(C)C)(O[Si](C)(C)C)O[Si](C)(C)C